6-(dimethylamino)-4-hydroxypyridazine-3(2H)-one CN(C=1C=C(C(NN1)=O)O)C